methyl (5-((3-(4-methylpiperazin-1-yl)phenyl)thio)-1H-benzo[d]imidazol-2-yl)carbamate CN1CCN(CC1)C=1C=C(C=CC1)SC1=CC2=C(NC(=N2)NC(OC)=O)C=C1